4H-indeno[1,2-b]thiophene-4-one S1C2=C(C=C1)C(C1=CC=CC=C12)=O